(R)-N-((S)-1-(((R)-2-amino-6,7-dihydro-5H-cyclopenta[b]pyridin-5-yl)amino)-1-oxopropan-2-yl)-4-(4-fluorophenyl)-1,2,5,6-tetrahydropyridin-2-carboxamide NC1=CC=C2C(=N1)CC[C@H]2NC([C@H](C)NC(=O)[C@@H]2NCCC(=C2)C2=CC=C(C=C2)F)=O